N1(N=CC=C1)C[C@@H]1C[C@H](CN1C#N)NC(=O)N1C[C@@H](CC1)C1=CC(=CC=C1)OC(F)(F)F (S)-N-((3R,5S)-5-((1H-pyrazol-1-yl)methyl)-1-cyanopyrrolidin-3-yl)-3-(3-(trifluoromethoxy)phenyl)pyrrolidine-1-carboxamide